1-(3-chloropyridin-2-yl)-3-(2,2,2-trifluoroethoxy)-1H-pyrazole-5-carbonyl chloride ClC=1C(=NC=CC1)N1N=C(C=C1C(=O)Cl)OCC(F)(F)F